[Si](C1=CC=CC=C1)(C1=CC=CC=C1)(C(C)(C)C)O[C@H]1C[C@@H](N(C1)C(=O)OC(C)(C)C)C#C tert-Butyl (2R,4S)-4-((tert-butyldiphenylsilyl)oxy)-2-ethynylpyrrolidine-1-carboxylate